8-[5-chloro-1-(1-cyclopropyl-1H-pyrazol-4-yl)-1H-indazol-6-yl]-3,3-difluoro-1,8-diazaspiro[4.5]decane ClC=1C=C2C=NN(C2=CC1N1CCC2(CC(CN2)(F)F)CC1)C=1C=NN(C1)C1CC1